2-(2,6-dimethylpyridin-4-yl)-3-isopropyl-5-((1-(2-methoxyethyl)piperidin-4-yl)oxy)-1H-indole CC1=NC(=CC(=C1)C=1NC2=CC=C(C=C2C1C(C)C)OC1CCN(CC1)CCOC)C